N-[(3S,6R)-6-{5-[2-(trifluoromethoxy)ethoxy]-1,3,4-oxadiazol-2-yl}piperidin-3-yl]-2-[4-(trifluoromethyl)phenoxy]acetamide FC(OCCOC1=NN=C(O1)[C@H]1CC[C@@H](CN1)NC(COC1=CC=C(C=C1)C(F)(F)F)=O)(F)F